7-(1-isopropyl-1H-pyrazol-5-yl)-N-(6-(4-isopropyl-4H-1,2,4-triazol-3-yl)pyridin-2-yl)-1,2-dimethyl-1H-indole-3-carboxamide C(C)(C)N1N=CC=C1C=1C=CC=C2C(=C(N(C12)C)C)C(=O)NC1=NC(=CC=C1)C1=NN=CN1C(C)C